The molecule is an unsaturated fatty acyl-CoA that results from the formal condensation of the thiol group of coenzyme A with the carboxy group of (2E,19Z,22Z,25Z,28Z,31Z)-tetratriacontahexaenoic acid It is an unsaturated fatty acyl-CoA and an ultra-long-chain fatty acyl-CoA. It is a conjugate acid of a (2E,19Z,22Z,25Z,28Z,31Z)-tetratriacontahexaenoyl-CoA(4-). CC/C=C\\C/C=C\\C/C=C\\C/C=C\\C/C=C\\CCCCCCCCCCCCCCC/C=C/C(=O)SCCNC(=O)CCNC(=O)[C@@H](C(C)(C)COP(=O)(O)OP(=O)(O)OC[C@@H]1[C@H]([C@H]([C@@H](O1)N2C=NC3=C(N=CN=C32)N)O)OP(=O)(O)O)O